C(C)[C@@H]1N[C@@H](CNC1)CC cis-2,6-diethylpiperazine